C(CCC)N1C(=NC2=C1C=CC=C2)C2CCN(CC2)CCC=2OC=C(N2)C(=O)NCC2=NC=CC=C2F 2-(2-(4-(1-butyl-1H-benzo[d]imidazol-2-yl)piperidin-1-yl)ethyl)-N-((3-fluoropyridin-2-yl)methyl)oxazole-4-carboxamide